FC1=CC=C(C=C1)N1N=CC=C1C(=O)O 2-(4-fluorophenyl)pyrazole-3-carboxylic acid